NC=1C=C2C=C(C=NC2=C(C1F)N1CCC(CC1)(F)F)NC(OC(C)(C)C)=O tert-butyl N-[6-amino-8-(4,4-difluoropiperidin-1-yl)-7-fluoroquinolin-3-yl]carbamate